5-bromo-2-iodo-3-(methoxymethoxy)pyridine BrC=1C=C(C(=NC1)I)OCOC